methylenebis(cyclopentadienyl)zirconium C=[Zr](C1C=CC=C1)C1C=CC=C1